O[C@H]1CN(CC1)C1=NC=2N(C(=N1)NCC1=CC=C(C=C1)NC(C)=O)N=CC2C(C)C (R)-N-(4-(((2-(3-Hydroxypyrrolidin-1-yl)-8-isopropylpyrazolo[1,5-a][1,3,5]triazin-4-yl)amino)methyl)phenyl)acetamide